(4-cyclopentylphenyl)acetonitrile C1(CCCC1)C1=CC=C(C=C1)CC#N